8-azaspiro[4.5]dec-2-en-1-amine C1(C=CCC12CCNCC2)N